3-cyclopropyl-4-((1S,4S,5R)-5-((5-cyclopropyl-3-(2,6-dichlorophenyl)isoxazol-4-yl)methoxy)-2-azabicyclo[2.2.1]heptan-2-yl)benzoic acid C1(CC1)C=1C=C(C(=O)O)C=CC1N1[C@@H]2C[C@H]([C@H](C1)C2)OCC=2C(=NOC2C2CC2)C2=C(C=CC=C2Cl)Cl